BrC1=CC(=C(C=C1C)NC=O)OC(F)F N-[4-Bromo-2-(difluoromethoxy)-5-methylphenyl]formamide